2-cyclopropyl-4-(4-((3-(p-tolyl)-1,2,4-oxadiazol-5-yl)methyl)piperazin-1-yl)pyrimidine-5-carbonitrile C1(CC1)C1=NC=C(C(=N1)N1CCN(CC1)CC1=NC(=NO1)C1=CC=C(C=C1)C)C#N